2-(2-{3-[4-(2-Hydroxy-ethyl)-piperazin-1-yl]-phenylamino}-pyrimidin-4-yl)-5-oxo-3-phenyl-5H-thiazolo[3,2-a]pyrimidine-6-carboxylic acid ethyl ester C(C)OC(=O)C1=CN=C2N(C1=O)C(=C(S2)C2=NC(=NC=C2)NC2=CC(=CC=C2)N2CCN(CC2)CCO)C2=CC=CC=C2